3-chloro-6-hydroxy-5-[(2E,4E)-5-[(1R,2R,3S,6R)-3-hydroxy-1,2,3,6-tetramethylcyclohexyl]-3-methylpenta-2,4-dien-1-yl]-4-methoxy-2-methylbenzaldehyde ClC=1C(=C(C=O)C(=C(C1OC)C\C=C(\C=C\[C@@]1([C@H]([C@@](CC[C@H]1C)(C)O)C)C)/C)O)C